4-methyl-N-(2-methyl-5-nitrophenyl)-3-(N-(p-tolyl)sulfamoyl)benzamide CC1=C(C=C(C(=O)NC2=C(C=CC(=C2)[N+](=O)[O-])C)C=C1)S(NC1=CC=C(C=C1)C)(=O)=O